1-(ethylsulfonyl)-4-methoxybenzene C(C)S(=O)(=O)C1=CC=C(C=C1)OC